O=C1NC(CCC1N1C(C2=CC=C(C=C2C1=O)NCCC1CCN(CC1)C1=NC(=CC=C1)C1=CN=C2N1N=C(C=C2)N2[C@H](CCC2)C2=CC(=CC=C2)F)=O)=O 2-(2,6-Dioxopiperidin-3-yl)-5-((2-(1-(6-(6-((R)-2-(3-fluorophenyl)pyrrolidin-1-yl)imidazo[1,2-b]pyridazin-3-yl)pyridin-2-yl)piperidin-4-yl)ethyl)amino)isoindoline-1,3-dione